FC1CN(C1)CCC=1C(=NC(N(C1)[C@H](C(=O)NCCC(=O)O)CC(C)C)=O)C(C)C 3-((S)-2-(5-(2-(3-fluoroazetidin-1-yl)ethyl)-4-isopropyl-2-oxopyrimidin-1(2H)-yl)-4-methylpentanamido)propanoic acid